COC1=C(C=CC=C1)C=1C(=CN=NC1)C(=O)NC=1SC2=NC(=CC=C2N1)C(=O)OC methyl 2-(5-(2-methoxyphenyl)pyridazine-4-carboxamido)thiazolo[5,4-b]pyridine-5-carboxylate